BrC=1C(=NN(N1)C)CC1=NN2C(OCCC2)=C1 2-((5-bromo-2-methyl-2H-1,2,3-triazol-4-yl)methyl)-6,7-dihydro-5H-pyrazolo[5,1-b][1,3]oxazine